7-bromoisoquinolin-1-amine BrC1=CC=C2C=CN=C(C2=C1)N